CC1=NC=CC(=C1)[Sn](CCCC)(CCCC)CCCC 2-methyl-4-(tributylstannyl)pyridine